1,5-bis(4-hydroxyphenylthio)3-oxapentane palladium [Pd].OC1=CC=C(C=C1)SCCOCCSC1=CC=C(C=C1)O